(S)-3-(5-(((S)-1-((2-Morpholinoquinazolin-6-yl)methyl)pyrrolidin-3-yl)oxy)-1-oxoisoindolin-2-yl)piperidine-2,6-dione O1CCN(CC1)C1=NC2=CC=C(C=C2C=N1)CN1C[C@H](CC1)OC=1C=C2CN(C(C2=CC1)=O)[C@@H]1C(NC(CC1)=O)=O